4alpha-methyl-cholest-5-en-3beta-ol C[C@H]1C2=CC[C@H]3[C@@H]4CC[C@H]([C@@H](CCCC(C)C)C)[C@]4(CC[C@@H]3[C@]2(CC[C@@H]1O)C)C